N(=[N+]=[N-])C12CCC(CC1)(CC2)N=[N+]=[N-] diazido-bicyclo[2.2.2]octane